N2,N2,N7,N7-tetrakis[2,2-bis(4-methoxyphenyl)vinyl]-9,9-dimethyl-9H-fluorene-2,7-diamine COC1=CC=C(C=C1)C(=CN(C1=CC=2C(C3=CC(=CC=C3C2C=C1)N(C=C(C1=CC=C(C=C1)OC)C1=CC=C(C=C1)OC)C=C(C1=CC=C(C=C1)OC)C1=CC=C(C=C1)OC)(C)C)C=C(C1=CC=C(C=C1)OC)C1=CC=C(C=C1)OC)C1=CC=C(C=C1)OC